C(C)C1=NC2=CC(=C(C=C2C(=N1)NC1CCOCC1)OC)OCCCN1CCCC1 2-ethyl-6-methoxy-7-(3-(pyrrolidin-1-yl)propoxy)-N-(tetrahydro-2H-pyran-4-yl)quinazolin-4-amine